FC(C1=NN(C(=C1)C(F)F)CC(=O)N1CCC(CC1)C=1SC=C(N1)C1=NOC(C1)C1=C(C=CC=C1)CS(=O)(=O)[O-])F 2-{3-[2-(1-{[3,5-bis(difluoromethyl)-1H-pyrazol-1-yl]acetyl}piperidin-4-yl)-1,3-thiazol-4-yl]-4,5-dihydro-1,2-oxazol-5-yl}phenylmethanesulfonate